ClC1=CC(=NC=C1)CNC1=C2N=CN(C2=NC(=N1)C=1C=NC=C(C1)F)[C@H]1[C@@H]([C@@H]([C@H](O1)C(=O)NC)O)O (2S,3S,4R,5R)-5-(6-(((4-chloropyridin-2-yl)methyl)amino)-2-(5-fluoropyridin-3-yl)-9H-purin-9-yl)-3,4-dihydroxyl-N-methyltetrahydrofuran-2-formamide